C(CCCCCCCCCCCCCCC)(=O)[N+](C)(C)C palmitoyltrimethylammonium